O=C1C2(CCC(C1=O)C2(C)C)C dl-2,3-diketo-1,7,7-trimethylnorcamphane